4-(6-ethoxypyrazin-2-yl)-2-(trifluoromethyl)benzamide C(C)OC1=CN=CC(=N1)C1=CC(=C(C(=O)N)C=C1)C(F)(F)F